6-((1,3-dihydroxypropan-2-yl)oxy)dibenzo[c,e][1,2]oxaphosphine-6-oxide OCC(CO)OP1(OC2=C(C3=C1C=CC=C3)C=CC=C2)=O